2-(3-methylpyridin-4-yl)-N-(1,1,1-trifluoro-2-methylpropan-2-yl)pyrido[3,4-d]Pyrimidin-4-amine CC=1C=NC=CC1C=1N=C(C2=C(N1)C=NC=C2)NC(C(F)(F)F)(C)C